4-(4-chlorophenoxy)quinoline ClC1=CC=C(OC2=CC=NC3=CC=CC=C23)C=C1